NC1=NC=NN2C1=C(C=C2C=2C=C(C(=NC2)OC)C(=O)N[C@@H]2CN(C[C@@H]2F)C(=O)C2CC21CC1)C(F)(F)F 5-[4-amino-5-(trifluoromethyl)pyrrolo[2,1-f][1,2,4]triazin-7-yl]-N-[(3R,4S)-4-fluoro-1-{spiro[2.2]pentane-1-carbonyl}pyrrolidin-3-yl]-2-methoxypyridine-3-carboxamide